C(CCCCC)(=O)SCCC[Si](OCC)(OCC)OCC 3-hexanoylthio-1-propyltriethoxysilane